C(C)(C)NC1(CCOCC1)C#N 4-(isopropyl-Amino)tetrahydro-2H-pyran-4-carbonitrile